Tert-butyl-(3S)-3-[[4-[1-(2,6-dioxo-3-piperidyl)-3-methyl-2-oxo-benzimidazol-5-yl]-1-piperidyl]methyl]pyrrolidine C(C)(C)(C)N1C[C@@H](CC1)CN1CCC(CC1)C1=CC2=C(N(C(N2C)=O)C2C(NC(CC2)=O)=O)C=C1